FC1=CC=C(C=C1)C1=C(N=C(N1)C1=CC=C(C=C1)S(=O)(=O)C)C1=CC=NC=C1 4-[5-(4-fluorophenyl)-2-(4-methanesulfonyl-phenyl)-1H-imidazol-4-yl]pyridine